C(C)C1=C(N=C2C(=N1)C(=NC=C2C=2C=NN(C2)C2CCN(CC2)C(CC)CC)N)NC2CCOCC2 3-Ethyl-8-(1-(1-(pent-3-yl)piperidin-4-yl)-1H-pyrazol-4-yl)-N2-(tetrahydro-2H-pyran-4-yl)pyridino[3,4-b]pyrazine-2,5-diamine